p-methoxybromobenzene-d3 COC1=C(C(=C(C=C1Br)[2H])[2H])[2H]